4-(1-propionylindolin-5-yl)-N-(1-(pyridin-3-yl)ethyl)benzamide C(CC)(=O)N1CCC2=CC(=CC=C12)C1=CC=C(C(=O)NC(C)C=2C=NC=CC2)C=C1